N1=C(C=CC=C1)CP(O)(O)=O.NC(CO)CO 2-amino-1,3-propanediol 2-pyridyl-methyl-phosphonate